FC(C1=NC(=NO1)C1=CC=2CN(CCC2S1)S(=O)(=O)C1=CC(=CC=C1)C(F)(F)F)(F)F 5-(trifluoromethyl)-3-(5-((3-(trifluoromethyl)phenyl)sulfonyl)-4,5,6,7-tetrahydrothieno[3,2-c]pyridin-2-yl)-1,2,4-oxadiazole